2,4-dihydroxyl-5-nitrobenzoic acid methyl ester COC(C1=C(C=C(C(=C1)[N+](=O)[O-])O)O)=O